(R)-7-Cyclobutyl-N-(1,1-dioxido-2,3-dihydrothiophen-3-yl)-2-oxo-1,2-dihydroquinoline-3-carboxamide C1(CCC1)C1=CC=C2C=C(C(NC2=C1)=O)C(=O)N[C@H]1CS(C=C1)(=O)=O